CN(CCNCN1N=C2[C@@H]([C@H](NC=3C=C(C=C(C1=O)C23)F)C2=CC=C(C=C2)F)C2=NC=NN2C)C (11S,12R)-3-({[2-(dimethylamino)ethyl]amino}methyl)-7-fluoro-11-(4-fluorophenyl)-12-(1-methyl-1H-1,2,4-triazol-5-yl)-2,3,10-triazatricyclo[7.3.1.05,13]trideca-1,5,7,9(13)-tetraen-4-one